COC(C(=O)C1=CNC2=CC=C(C=C12)OC)=O (5-methoxy-1H-indol-3-yl)-2-oxoacetic acid methyl ester